2-chloro-N-(5-(difluoro-methyl)-6-(2H-1,2,3-triazol-2-yl)pyridin-3-yl)-8-methyl-8-(trifluoromethyl)-7,8-dihydro-6H-cyclopenta[e]pyrazolo[1,5-a]pyrimidine-6-carboxamide ClC1=NN2C(N=CC3=C2C(CC3C(=O)NC=3C=NC(=C(C3)C(F)F)N3N=CC=N3)(C(F)(F)F)C)=C1